C(CCC(=O)[O-])(=O)OCCCCCCCC\C=C/CC(CCCCCC)OC(CCCCCCCCCCCCCCCCC)=O ((Z)-12-(stearoyloxy)octadec-9-en-1-yl) succinate